bicyclo[2.2.0]hexan-1-amine C12(CCC2CC1)N